FC1=C(C(=C(C(=C1[B-](C1=C(C(=C(C(=C1F)F)F)F)F)(C1=C(C(=C(C(=C1F)F)F)F)F)C1=C(C(=C(C(=C1F)F)F)F)F)F)F)F)F.CC1=C(C(=C(C(=C1[NH3+])C)C)C)C pentamethylanilinium tetrakis(pentafluorophenyl)borate